tert-butyl (S)-2-((tosyloxy)methyl)azetidine-1-carboxylate S(=O)(=O)(C1=CC=C(C)C=C1)OC[C@H]1N(CC1)C(=O)OC(C)(C)C